C(C)(C)(C)C=1N(C2=CC=CC=C2C1C[C@H](C(=O)OC)N)C(=O)O.C(C)(C)(C)OC(=O)N1C=C(C2=CC=CC=C12)C[C@H](C(=O)OC)N (R)-3-(2-amino-3-methoxy-3-oxopropyl)-1H-indole-1-carboxylic acid tert-butyl ester (tert-butyl (R)-3-(2-amino-3-methoxy-3-oxopropyl)-1H-indole-1-carboxylate)